dinitrosoplatinum sulfate S(=O)(=O)([O-])[O-].N(=O)[Pt+2]N=O